(5-fluoro-3-methyl-indol-1-yl)-N-(2-methyl-5-piperazin-1-yl-phenyl)propanamide FC=1C=C2C(=CN(C2=CC1)C(C(=O)NC1=C(C=CC(=C1)N1CCNCC1)C)C)C